(5R,6S)-4-benzyl-5-(((tert-butyldiphenylsilyl)oxy)methyl)-2,2-difluoro-6-methylmorpholine-3,3-d2 C(C1=CC=CC=C1)N1C(C(O[C@H]([C@H]1CO[Si](C1=CC=CC=C1)(C1=CC=CC=C1)C(C)(C)C)C)(F)F)([2H])[2H]